CC=1N=CSC1N1CC2(OCCO2)CCC1 7-(4-Methylthiazol-5-yl)-1,4-dioxa-7-azaspiro[4.5]decane